C(C)N[C@@H](C)C1=CC=CC=C1 (S)-N-ethyl-1-phenylethan-1-amine